FC1=CC=C(C=C1)C(C)C1=C(N=C(C(=N1)C(=O)NCC(C)O)C)NCCN1CCCC1 6-(1-(4-fluorophenyl)ethyl)-N-(2-hydroxypropyl)-3-methyl-5-((2-(pyrrolidin-1-yl)ethyl)amino)pyrazine-2-carboxamide